diglycolamide C(COCC(=O)N)(=O)N